propyldimethyl-octadecyl-ammonium chloride [Cl-].C(CC)[N+](CCCCCCCCCCCCCCCCCC)(C)C